OC1=CC=C(C=C1)S(=O)(=O)C1=CC=C(OCCCCOC2=CC=C(C=C2)S(=O)(=O)C2=CC=C(C=C2)OC(C)C)C=C1 1-[4-(4-hydroxyphenyl-sulfonyl)phenoxy]-4-[4-(4-isopropoxyphenylsulfonyl)phenoxy]butane